ClC=1C=C(CON=CC2=C(N=C3SC=CN32)C3=CC=C(C=C3)Cl)C=CC1Cl 6-(4-Chlorophenyl)imidazo[2,1-b][1,3]thiazole-5-carbaldehyde-O-(3,4-dichlorobenzyl)oxime